2-(4-(tert-butyl)-2-chlorophenyl)-4,4,5,5-tetramethyl-1,3,2-dioxaborolane C(C)(C)(C)C1=CC(=C(C=C1)B1OC(C(O1)(C)C)(C)C)Cl